(S,E)-4-phenyl-3-(3-(3-(trifluoromethoxy)phenyl)acryloyl)oxazolidin-2-one C1(=CC=CC=C1)[C@@H]1N(C(OC1)=O)C(\C=C\C1=CC(=CC=C1)OC(F)(F)F)=O